C(C)C=1SC2=C(C1)C=CC=C2OCC2=CC=C(C=C2)OC(F)(F)F 2-ethyl-7-[[4-(trifluoromethoxy)phenyl]methoxy]benzothiophene